ClC=1N=C2C(=CC(N(C2=CC1OCCOC)C)=O)N1CCC(CC1)C=1OC2=C(N1)C=C(C=C2)C 6-chloro-7-(2-methoxyethoxy)-1-methyl-4-(4-(5-methylbenzo[d]oxazol-2-yl)piperidin-1-yl)-1,5-naphthyridin-2(1H)-one